C1(=CC=C(C=C1)NNC(=O)C=1C=NC2=CC=CC=C2C1)C N'-(p-tolyl)quinoline-3-carbohydrazide